4-Chloro-7-[4-(4-{4-[2-(1,3-dioxolan-2-yl)ethyl]piperidin-1-yl}phenyl)piperidin-1-yl]-1H-indole-3-carbonitrile ClC1=C2C(=CNC2=C(C=C1)N1CCC(CC1)C1=CC=C(C=C1)N1CCC(CC1)CCC1OCCO1)C#N